C12(CC3CC(CC(C1)C3)C2)NS(=O)(=O)CCCC2=C3C(N(C(=NC3=CC=C2)C)C2C(NC(CC2)=O)=O)=O N-((3s,5s,7s)-adamantan-1-yl)-3-(3-(2,6-dioxopiperidin-3-yl)-2-methyl-4-oxo-3,4-dihydroquinazolin-5-yl)propane-1-sulfonamide